N-cyclopropyl-2-(difluoromethoxy)-6-methoxy-4-(7-norbornan-2-yloxyimidazo[1,2-a]pyridin-3-yl)benzamide C1(CC1)NC(C1=C(C=C(C=C1OC)C1=CN=C2N1C=CC(=C2)OC2C1CCC(C2)C1)OC(F)F)=O